ClC1=C(C=CC=C1)S(=O)(=O)NC1=C(C=C(C(=C1)OC)C=1C=C2C=NC(=NC2=C(C1)CC)NC1CCC(CC1)NC)F 2-chloro-N-(4-(8-ethyl-2-(((1r,4r)-4-(methylamino)cyclohexyl)amino)quinazolin-6-yl)-2-fluoro-5-methoxyphenyl)benzenesulfonamide